ClC1=CC=2N(C=C1C1CCN(CC1)S(=O)(=O)C1=NN=CN1C)N=CN2 7-chloro-6-(1-((4-methyl-4H-1,2,4-triazol-3-yl)sulfonyl)piperidin-4-yl)-[1,2,4]triazolo[1,5-a]pyridine